COC1=CC=C(C=C1)C1=CN=C2N1C=CN=C2NC2=CC(=C(C=C2)C(=O)N2CCN(CC2)C)C (4-((3-(4-methoxy-phenyl)imidazo[1,2-a]pyrazin-8-yl)amino)-2-methylphenyl)(4-methylpiperazin-1-yl)methanone